3-(2-imidazo[1,2-b]pyridazin-3-ylethynyl)-4-methyl-aniline N=1C=C(N2N=CC=CC21)C#CC=2C=C(N)C=CC2C